C(C1=CC=CC=C1)N1CC2(CN(C2)C(=O)OC(C)(C)C)CC1=O tert-Butyl 6-benzyl-7-oxo-2,6-diazaspiro[3.4]octane-2-carboxylate